3,3-difluorocyclobutane-1-carboxylic acid methyl ester COC(=O)C1CC(C1)(F)F